2-((2S,3R)-2-(cyclopentyloxy)-3-(3,5-dimethoxy-4-methylphenyl)-3-hydroxypropyl)-1H-benzo[d]imidazole-5-carboxylic acid C1(CCCC1)O[C@@H](CC1=NC2=C(N1)C=CC(=C2)C(=O)O)[C@H](O)C2=CC(=C(C(=C2)OC)C)OC